FC(C=1C(=CC(=C2NC(C=3N(C12)C(=NN3)C)(C)C)F)B3OC(C(O3)(C)C)(C)C)F 9-(difluoromethyl)-6-fluoro-1,4,4-trimethyl-8-(tetramethyl-1,3,2-dioxaborolan-2-yl)-4H,5H-[1,2,4]triazolo[4,3-a]quinoxaline